O=C1NC2=CC=CC=C2CN1C1CCN(CC1)C(=O)OC(C)(C)C tert-butyl 4-(2-oxo-1,4-dihydroquinazolin-3-yl)piperidine-1-carboxylate